FC1(CC(CN(C1)C=1C(=NC(=CC1)C=1N=NN(C1CCN1N=CC=C(C1=O)CCC)C)C)CC(=O)OC)F methyl 2-[5,5-difluoro-1-(2-methyl-6-{1-methyl-5-[2-(6-oxo-5-propyl-1,6-dihydropyridazin-1-yl)ethyl]-1H-1,2,3-triazol-4-yl}pyridin-3-yl)piperidin-3-yl]acetate